4-Morpholin-4-yl-N-[4-[4-(1,3-thiazol-2-yl)piperazin-1-yl]phenyl]benzamid N1(CCOCC1)C1=CC=C(C(=O)NC2=CC=C(C=C2)N2CCN(CC2)C=2SC=CN2)C=C1